Acryldimethyltaurinate C(=O)(C=C)C(N(C)C)CS(=O)(=O)[O-]